FC1=C(C=CC(=C1)F)C(CN1CCC(CC1)NC1=CC=C(C=C1)OCC(C)C)(CN1N=CN=C1)O 2-(2,4-difluorophenyl)-1-(4-((4-isobutoxyphenyl)amino)piperidin-1-yl)-3-(1H-1,2,4-triazol-1-yl)propan-2-ol